2-{[4-({2-[(4-chloro-2-fluorophenoxy)methyl]pyridin-4-yl}oxy)piperidin-1-yl]methyl}-1-{[1-(cyanomethyl)cyclopropyl]methyl}-1H-1,3-benzodiazole-6-carboxylic acid ClC1=CC(=C(OCC2=NC=CC(=C2)OC2CCN(CC2)CC2=NC3=C(N2CC2(CC2)CC#N)C=C(C=C3)C(=O)O)C=C1)F